ClCCCCCCCCCCCC[Si](OC)(OC)OC (12-chlorododecyl)trimethoxysilane